(3R)-4-(2-chloro-6-methoxypyrimidin-4-yl)-3-methylmorpholine ClC1=NC(=CC(=N1)N1[C@@H](COCC1)C)OC